di-tert-butyl (((6-chloro-1,3,5-triazine-2,4-diyl)bis(azanediyl))bis(propane-3,1-diyl))dicarbamate ClC1=NC(=NC(=N1)NCCCNC(OC(C)(C)C)=O)NCCCNC(OC(C)(C)C)=O